(7-methoxy-1,5-naphthyridin-4-yl)methanone COC1=CN=C2C(=CC=NC2=C1)C=O